(3S)-1-(7-(8-chloronaphthalen-1-yl)-6,8-difluoro-2-(((2R,7aS)-2-fluorotetrahydro-1H-pyrrolizin-7a(5H)-yl)methoxy)quinazolin-4-yl)-3-methylpiperidin-3-ol ClC=1C=CC=C2C=CC=C(C12)C1=C(C=C2C(=NC(=NC2=C1F)OC[C@]12CCCN2C[C@@H](C1)F)N1C[C@](CCC1)(O)C)F